C(CC=CCCCCCCCCCCCCC)O 3-heptadecene-1-ol